(3-[(4-METHYLPHENYL)METHOXY]PHENYL)BORANEDIOL CC1=CC=C(C=C1)COC=1C=C(C=CC1)B(O)O